3-(5-bromopyridin-2-yl)-2-oxopropionic acid BrC=1C=CC(=NC1)CC(C(=O)O)=O